2-chloro-N-(((1r,3R,5S,7r)-3,5-difluoroadamantan-1-yl)methyl)-5-iodobenzamide ClC1=C(C(=O)NCC23C[C@]4(C[C@](CC(C2)C4)(C3)F)F)C=C(C=C1)I